N-(4-(7-(2-Cyanoacetamido)-1H-indol-3-yl)-6-methoxypyridin-2-yl)cyclopropancarboxamid C(#N)CC(=O)NC=1C=CC=C2C(=CNC12)C1=CC(=NC(=C1)OC)NC(=O)C1CC1